cis-curcumin COC1=CC(=CC=C1O)\C=C/C(=O)CC(=O)\C=C\C1=CC=C(O)C(OC)=C1